O=C1C2(CC(C(N1)=O)C2)NC=2C=C(C=CC2)C#CCNC(C2=NC=C(C=C2)C=2N=CC1=C(C=CC=C1C2)C2=CC1=C(N(C(N1C)=O)C)C(=C2)C(C)C)=O N-(3-(3-((2,4-dioxo-3-azabicyclo[3.1.1]heptan-1-yl)amino)phenyl)prop-2-yn-1-yl)-5-(8-(7-isopropyl-1,3-dimethyl-2-oxo-2,3-dihydro-1H-benzo[d]imidazol-5-yl)isoquinolin-3-yl)picolinamide